amino-N-(5-nitrothiazol-2-yl)benzamide NC1=C(C(=O)NC=2SC(=CN2)[N+](=O)[O-])C=CC=C1